4,5-dihydroxy-6-(hydroxymethyl)-3-[(2S,3R,4S,5S,6R)-3,4,5-trihydroxy-6-(hydroxymethyl)oxan-2-yl]oxyoxan OC1C(COC(C1O)CO)O[C@@H]1O[C@@H]([C@H]([C@@H]([C@H]1O)O)O)CO